1-[7-difluoromethyl-6-(1-methyl-1H-pyrazol-4-yl)-3,4-dihydro-2H-quinolin-1-yl]-6-(tetrahydrofuran-2-yl)-isoquinoline-3-carboxylic acid methyl ester COC(=O)C=1N=C(C2=CC=C(C=C2C1)C1OCCC1)N1CCCC2=CC(=C(C=C12)C(F)F)C=1C=NN(C1)C